(p-octyloxyphenyl)boron, sodium salt [Na].C(CCCCCCC)OC1=CC=C(C=C1)[B]